(7S)-2-Benzyl-3-(3-methansulfonylpropyl)-7-methyl-3H,6H,7H,8H,9H-imidazo[4,5-f]chinolin C(C1=CC=CC=C1)C=1N(C=2C(=C3CC[C@@H](NC3=CC2)C)N1)CCCS(=O)(=O)C